C1(=CC=CC2=CC=CC=C12)C(=O)Cl Naphthoyl chloride